r-spirobi-[1H-inden]-5,5'-diol C12(C=CC3=CC(=CC=C13)O)C=CC1=CC(=CC=C12)O